C(#N)CNCC1=NN(C=2N(C([C@@H]([C@@H](C21)C2=CC=C(C=C2)F)NC(C2=CC(=CC=C2)C(F)(F)F)=O)=O)CC)C2=CC=CC=C2 |r| rac-N-((4R,5R)-3-(((cyanomethyl)amino)methyl)-7-ethyl-4-(4-fluorophenyl)-6-oxo-1-phenyl-4,5,6,7-tetrahydro-1H-pyrazolo[3,4-b]pyridine-5-yl)-3-(trifluoromethyl)benzamide